C(C)C=1C=C2C(=C(C(=NC2=C(C1)F)N1[C@@H](C[C@@H](CC1)N[C@H]1COCC1)C)C1=NN(C=C1)C)C (2R,4R)-1-(6-ethyl-8-fluoro-4-methyl-3-(1-methyl-1H-pyrazol-3-yl)quinolin-2-yl)-2-methyl-N-((R)-tetrahydrofuran-3-yl)piperidin-4-amine